C(=O)OC=1C=NC=CC1 3-pyridyl format